FC=1C(=C(C=CC1)C=1C=C2C(=NN1)NC[C@@H]1N2C[C@@H](C1)C(=O)O)O (6aR,8R)-2-(3-fluoro-2-hydroxyphenyl)-5,6,6a,7,8,9-hexahydropyrrolo[1',2':4,5]pyrazino[2,3-c]pyridazine-8-carboxylic acid